(9H-Fluoren-9-yl)methyl [1-(fluorocarbonyl)cyclopentyl]carbamate FC(=O)C1(CCCC1)NC(OCC1C2=CC=CC=C2C=2C=CC=CC12)=O